CC(C#CCC)=O hexynone